(1S,3S)-3-((2-(5-chloro-3-((((2-cyclopropylethyl)(methyl)carbamoyl)oxy)methyl)thiophen-2-yl)-4-methylpyrimidin-5-yl)oxy)cyclohexane-1-carboxylic acid ClC1=CC(=C(S1)C1=NC=C(C(=N1)C)O[C@@H]1C[C@H](CCC1)C(=O)O)COC(N(C)CCC1CC1)=O